(S)-2-((S)-2-(3-(2-(2-(2,5-dioxo-2,5-dihydro-1H-pyrrol-1-yl)ethoxy)ethoxy)propanamido)-3-methylbutanamido)-N-(4-(hydroxymethyl)phenyl)-5-ureidopentanamide O=C1N(C(C=C1)=O)CCOCCOCCC(=O)N[C@H](C(=O)N[C@H](C(=O)NC1=CC=C(C=C1)CO)CCCNC(=O)N)C(C)C